N-(4-fluorophenyl)-2-[1-(oxane-2-carbonyl)-1,2,3,4-tetrahydroquinolin-6-yl]propanamide FC1=CC=C(C=C1)NC(C(C)C=1C=C2CCCN(C2=CC1)C(=O)C1OCCCC1)=O